4-(2-oxo-2-(quinolin-7-ylamino)ethyl)pyrrolidine-2-carboxylic acid O=C(CC1CC(NC1)C(=O)O)NC1=CC=C2C=CC=NC2=C1